3-methyl-4-(((3s,5r)-3-methyl-5-(4-methyl-1-oxo-1,3-dihydroisobenzofuran-5-yl)piperazin-1-yl)methyl)-1-trityl-1,3-dihydro-2H-imidazol-2-one CN1C(N(C=C1CN1C[C@@H](N[C@@H](C1)C=1C(=C2COC(C2=CC1)=O)C)C)C(C1=CC=CC=C1)(C1=CC=CC=C1)C1=CC=CC=C1)=O